heptacosene CCCCCCCCCCCCCCCCCCCCCCCCCC=C